4-(4-((2-(4-chlorophenoxy)-2-methylpropanamido)methyl)-1H-1,2,3-triazol-1-yl)benzo[b]thiophene-2-carboxamide ClC1=CC=C(OC(C(=O)NCC=2N=NN(C2)C2=CC=CC=3SC(=CC32)C(=O)N)(C)C)C=C1